C(=O)(O)[C@H](C)OC(=O)[C@H](C)OC(=O)[C@H](C)OC(CCCCCCCCCCCCCCCCC)=O Octadecanoic acid (S)-1-[(S)-1-((S)-1-carboxy-ethoxycarbonyl)-ethoxycarbonyl]-ethyl ester